C(C)C1C(CCC1(F)F)(C(=O)[O-])NC(=O)OC(C)(C)C Ethyl-((tert-butoxycarbonyl) amino)-3,3-difluorocyclopentane-1-carboxylate